C(C)(C)N1CC2(CC2C1)C1=CC2=CC=CC=C2C=C1 3-isopropyl-1-(naphthalen-2-yl)-3-aza-bicyclo[3.1.0]hexane